N-[(3-chlorophenyl)methyl]-2-(5-methylpyridin-3-yl)benzo[d]thiazole-6-carboxamide ClC=1C=C(C=CC1)CNC(=O)C1=CC2=C(N=C(S2)C=2C=NC=C(C2)C)C=C1